C(C)(C)(C)NS(=O)(=O)C1=CC(=CC=C1)NC1=NC(=NC=C1C)NC1=CC=C(C=C1)OCCN1CCN(CC1)CC=1C=C2CN(C(C2=CC1)=O)C1C(NC(CC1)=O)=O N-(tert-butyl)-3-((2-((4-(2-(4-((2-(2,6-dioxopiperidin-3-yl)-1-Oxoisoindoline-5-yl)methyl)piperazin-1-yl)ethoxy)phenyl)amino)-5-methylpyrimidin-4-yl)amino)benzenesulfonamide